tetrahydro-7H-6,10-methanopyrimido[4',5':5,6]pyrido[3,2-b][1,4,7]oxadiazonin-4-amine hydrochloride Cl.N1CNC(C=2C1=CC=1OC=C3N=CCN(C1N2)C3)N